(S)-3-((3-(ethoxymethyl)-3-(3-methoxyphenethyl)pyrrolidin-1-yl)methyl)pyridine C(C)OC[C@@]1(CN(CC1)CC=1C=NC=CC1)CCC1=CC(=CC=C1)OC